5-amino-N-((3',5'-difluoro-[3,4'-bipyridin]-6-yl)methyl)-N-(2,6-difluorobenzyl)-6,8-dihydro-1H-furo[3,4-d]pyrrolo[3,2-b]pyridine-2-carboxamide NC1=C2C(=C3C(=N1)C=C(N3)C(=O)N(CC3=C(C=CC=C3F)F)CC3=CC=C(C=N3)C3=C(C=NC=C3F)F)COC2